tert-butyl 3-(2-(2-((2-(2,6-dioxopiperidin-3-yl)-1,3-dioxoisoindolin-4-yl) amino)ethoxy)ethoxy)propanoate O=C1NC(CCC1N1C(C2=CC=CC(=C2C1=O)NCCOCCOCCC(=O)OC(C)(C)C)=O)=O